(R)-3-(4-cyclopropyl-2-hydroxyphenyl)-4-methyl-6-((1-methylpiperidin-3-yl)amino)-1,2,4-triazine-5(4H)-one C1(CC1)C1=CC(=C(C=C1)C1=NN=C(C(N1C)=O)N[C@H]1CN(CCC1)C)O